2-[4-(chloromethyl)phenyl]-4-(trifluoromethyl)pyrimidine ClCC1=CC=C(C=C1)C1=NC=CC(=N1)C(F)(F)F